(6Ar,10aR)-6,6-dimethyl-3-(2-methylpentan-2-yl)-6a,7,10,10a-tetrahydrobenzo[c]chromen-9-ol CC1(OC2=CC(=CC=C2[C@H]2[C@H]1CC=C(C2)O)C(C)(CCC)C)C